CC(C(=O)OC=1C(=NN(C(C1C1=C(C(=CC=C1F)Cl)\C=C\C=1C=C2C=CC(=NC2=CC1)C)=O)C)C)C [5-[3-chloro-6-fluoro-2-[(E)-2-(2-methyl-6-quinolinyl) ethenyl] phenyl]-1,3-dimethyl-6-oxo-pyridazin-4-yl] 2-methylpropionate